tert-butyl 4-{2-[4-(4-chlorophenyl)-5-(pyridin-4-yl)-1H-imidazol-1-yl]acetyl}piperazine-1-carboxylate ClC1=CC=C(C=C1)C=1N=CN(C1C1=CC=NC=C1)CC(=O)N1CCN(CC1)C(=O)OC(C)(C)C